1-(4-cyano-3-methoxyphenyl)-3-(3a,7a-dihydrobenzofuran-5-yl)urea C(#N)C1=C(C=C(C=C1)NC(=O)NC=1C=CC2C(C=CO2)C1)OC